[Si](F)(F)(F)F.C1(=CC=CC=C1)[Se]CC(C)=O 1-(phenylseleno)propan-2-one Silicon trifluoride fluoride